[(3aR,4R,5R,6aS)-4-[(E,4S)-4-(m-tolyl)-3-oxo-pent-1-enyl]-2-oxo-3,3a,4,5,6,6a-hexahydrocyclopenta[b]furan-5-yl] 4-phenylbenzoate C1(=CC=CC=C1)C1=CC=C(C(=O)O[C@H]2[C@@H]([C@@H]3[C@@H](OC(C3)=O)C2)\C=C\C([C@@H](C)C=2C=C(C=CC2)C)=O)C=C1